2-(2-hydroxyethyl)-pyridine OCCC1=NC=CC=C1